4-[[[[(2-pyridylmethyl)amino]methyl]phenyl]methyl]-3,5-piperidinediamine N1=C(C=CC=C1)CNCC1=C(C=CC=C1)CC1C(CNCC1N)N